3-(5-bromopyridin-2-yl)cyclohex-4-ene-1,2-dicarboxylate BrC=1C=CC(=NC1)C1C(C(CC=C1)C(=O)[O-])C(=O)[O-]